1-azidoethane N(=[N+]=[N-])CC